CNC(=O)C1=CC2=C(N(C(=N2)C2=NC=CC=C2)C2CC(CCC2)NC(OC(C)(C)C)=O)C=C1 tert-butyl (3-(5-(methylcarbamoyl)-2-(pyridin-2-yl)-1H-benzo[d]imidazol-1-yl)cyclohexyl)carbamate